ethyl 4-[[(1S)-2-hydroxy-1-phenyl-ethyl]amino]-2-(3-methyl-4-methylsulfonyl-anilino)pyrimidine-5-carboxylate OC[C@H](C1=CC=CC=C1)NC1=NC(=NC=C1C(=O)OCC)NC1=CC(=C(C=C1)S(=O)(=O)C)C